Bithienothiophene S1C(=CC2=C1C=CS2)C2=CC1=C(C=CS1)S2